(S)-7-amino-N-(2-(2-cyano-4,4-difluoropyrrolidin-1-yl)-2-oxoethyl)quinoline-4-carboxamide NC1=CC=C2C(=CC=NC2=C1)C(=O)NCC(=O)N1[C@@H](CC(C1)(F)F)C#N